1-Methyl-4-(1-methylethylidene)-cyclohexene CC1=CCC(CC1)=C(C)C